(furan-3-ylimino)(methyl)(4-(5-(trifluoromethyl)-1,2,4-oxadiazol-3-yl)phenyl)-λ6-sulfanone O1C=C(C=C1)N=S(=O)(C1=CC=C(C=C1)C1=NOC(=N1)C(F)(F)F)C